CNCC(=O)OC1=NC=NC2=C(C=C(C=C12)C1=NN(C=C1)C)OC 8-Methoxy-6-(1-methyl-1H-pyrazol-3-yl)quinazolin-4-ol methyl-(2S)-glycinate